O[C@@H]1C[C@H](N(C1)C(C1=CC(=CC=C1)OCCOC)=O)C(=O)NCC1=CC=C(C=C1)C1=C(N=CS1)C (2S,4R)-4-hydroxy-1-(3-(2-methoxyethoxy)benzoyl)-N-(4-(4-methylthiazol-5-yl)benzyl)pyrrolidine-2-carboxamide